L-3,4-dehydroproline O=C(O)[C@@H]1C=CCN1